FC(C1=NN(C(=C1)C)C1=NC(=CC=C1C#N)C=1C=NN2C1C=C(C(=C2)NC=2N=NC(=CC2)C)OC)F 2-[3-(difluoromethyl)-5-methylpyrazol-1-yl]-6-[5-methoxy-6-[(6-methylpyridazin-3-yl)amino]pyrazolo[1,5-a]pyridin-3-yl]pyridine-3-carbonitrile